4-iodo-1,1,2-trifluorobut-1-ene ICCC(=C(F)F)F